6-((2-Amino-3-chloropyridin-4-yl)thio)-3-(4-(aminomethyl)-4-methylpiperidin-1-yl)pyrazin-2(1H)-on NC1=NC=CC(=C1Cl)SC1=CN=C(C(N1)=O)N1CCC(CC1)(C)CN